NC(C)(C)C1=CC(=NC(=C1)C1=CC=C(C=C1)F)OC1[C@@H]2CN(C[C@H]12)C(=O)C1=NC(=NN1C)C=1N=CSC1 ((1R,5S,6s)-6-((4-(2-aminopropan-2-yl)-6-(4-fluorophenyl)pyridin-2-yl)oxy)-3-azabicyclo[3.1.0]hexan-3-yl)(1-methyl-3-(thiazol-4-yl)-1H-1,2,4-triazol-5-yl)methanone